7-ethoxy-2,2-dimethyl-2,3-dihydrobenzofuran-5-amine C(C)OC1=CC(=CC=2CC(OC21)(C)C)N